6-(4-(1H-indazol-3-yl)piperidin-1-yl)-2-morpholinooxazolo[5,4-c]pyridine N1N=C(C2=CC=CC=C12)C1CCN(CC1)C1=CC2=C(C=N1)OC(=N2)N2CCOCC2